2-(3-(5-(((S)-1-cyclopropylethyl)carbamoyl)-1-(3,3,3-trifluoro-2-hydroxypropyl)-1H-pyrazol-3-yl)phenyl)-N-(pentan-3-yl)oxazole-5-carboxamide Diammonium Citrat C(CC(O)(C(=O)O)CC(=O)[O-])(=O)[O-].[NH4+].[NH4+].C1(CC1)[C@H](C)NC(=O)C1=CC(=NN1CC(C(F)(F)F)O)C=1C=C(C=CC1)C=1OC(=CN1)C(=O)NC(CC)CC